(S)-tert-butyl 4-(6-cyano-1-(2-isopropyl-4-methylpyridin-3-yl)-7-(2-methoxy-3-methylphenyl)-2-oxo-1,2-dihydropyrido[2,3-d]pyrimidin-4-yl)-3-methylpiperazine-1-carboxylate C(#N)C1=CC2=C(N(C(N=C2N2[C@H](CN(CC2)C(=O)OC(C)(C)C)C)=O)C=2C(=NC=CC2C)C(C)C)N=C1C1=C(C(=CC=C1)C)OC